ClC=1C(=NC=CC1S)OC1CC1 3-chloro-2-(cyclopropoxy)pyridine-4-thiol